FC=1C(=NC(=NC1)N[C@H]1[C@@H](COCC1)O)C=1C=C2C(=C(C=NC2=CC1)CNC[C@@H]1OCCC1)C(C)C (3S,4R)-4-((5-fluoro-4-(4-isopropyl-3-(((((R)-tetrahydrofuran-2-yl)methyl)amino)methyl)quinolin-6-yl)pyrimidin-2-yl)amino)tetrahydro-2H-pyran-3-ol